NCC1=C(C=NC=C1Cl)N 4-(aminomethyl)-5-chloropyridin-3-amine